(R)-4-cyclopropyl-N-((5-(imidazo[1,2-a]pyridin-7-yl)-6-methyl-2,3-dihydro-1H-inden-4-yl)carbamoyl)-6,7-dihydro-4H-pyrazolo[5,1-c][1,4]oxazine-2-sulfonamide C1(CC1)[C@H]1OCCN2C1=CC(=N2)S(=O)(=O)NC(NC2=C1CCCC1=CC(=C2C2=CC=1N(C=C2)C=CN1)C)=O